ClC1=C(C=CC=C1)N1NC=2C(=C(N(C(C2)=O)CC=2C=NC=CC2)C)C1=O 2-(2-chlorophenyl)-4-methyl-5-(pyridin-3-ylmethyl)-1H-pyrazolo[4,3-c]pyridine-3,6(2H,5H)-dione